((2S,5R)-2,5-dimethyl-4-((R)-1-(quinoxalin-6-yl)ethyl)piperazin-1-yl)-3-fluoro-4-methyl-2-(tetrahydro-2H-pyran-2-yl)-2,4-dihydro-5H-pyrazolo[4,3-b]pyridin-5-one C[C@@H]1N(C[C@H](N(C1)[C@H](C)C=1C=C2N=CC=NC2=CC1)C)C1=CC=2C(N(C1=O)C)=C(N(N2)C2OCCCC2)F